(Boc-aminoxy)acetic acid C(=O)(OC(C)(C)C)NOCC(=O)O